COC(=O)N1C[C@@H](OCC1)CC1=C(N=C2N1C=CC(=C2)C)C2=C(C=C(C=C2F)N2N=CC(=C2)N)F.C(C=C)C2=CCCCC2 1-allyl-cyclohexene methyl-(S)-2-((2-(4-(4-amino-1H-pyrazol-1-yl)-2,6-difluorophenyl)-7-methylimidazo[1,2-a]pyridin-3-yl)methyl)morpholine-4-carboxylate